Potassium gallium hydride [GaH3].[K]